O1CN=CC12C1CCN(C2)CC1 4-azaspiro[bicyclo[2.2.2]octane-2,5-oxazole]